4,6-dichloro-1-methyl-2-oxo-quinoline-3-carbonitrile ClC1=C(C(N(C2=CC=C(C=C12)Cl)C)=O)C#N